CC1=C(C=CC(=C1)C1C2=CC=CC=C2SC=2C=CC=CC12)O 2-methyl-4-(9H-thioxanthen-9-yl)phenol